2-(4,7,10-tris(2-(tert-butoxy)-2-oxoethyl)-1,4,7,10-tetraazacyclododecan-1-yl)acetamide C(C)(C)(C)OC(CN1CCN(CCN(CCN(CC1)CC(OC(C)(C)C)=O)CC(OC(C)(C)C)=O)CC(=O)N)=O